4-Amino-N-(1-((3-chloro-2-fluorophenyl)amino)-6-methylisoquinolin-5-yl)-5-methyl-5H-pyrrolo[3,2-d]pyrimidine-7-carboxamide NC=1C2=C(N=CN1)C(=CN2C)C(=O)NC2=C1C=CN=C(C1=CC=C2C)NC2=C(C(=CC=C2)Cl)F